eicosane-6,10-diol CCCCCC(CCCC(CCCCCCCCCC)O)O